2-naphthyl-sulfonylamide C1=C(C=CC2=CC=CC=C12)S(=O)(=O)[NH-]